C(C)(C)(C)OC(=O)N(C(OC(C)(C)C)=O)C1=NC2=CC=CC(=C2C(=C1)B1OC(C(O1)(C)C)(C)C)C#C[Si](C(C)C)(C(C)C)C(C)C tert-butyl (tert-butoxycarbonyl)(4-(4,4,5,5-tetramethyl-1,3,2-dioxaborolan-2-yl)-5-((triisopropylsilyl)ethynyl)quinolin-2-yl)carbamate